8-(4-((1R,5S)-3,8-diazabicyclo[3.2.1]octan-3-yl)-8-fluoro-2-(((S)-1-methylpyrrolidin-2-yl)methoxy)quinazolin-7-yl)-1,7-naphthyridin-6-amine [C@H]12CN(C[C@H](CC1)N2)C2=NC(=NC1=C(C(=CC=C21)C=2N=C(C=C1C=CC=NC21)N)F)OC[C@H]2N(CCC2)C